C1(=CC=CC=C1)OC(=O)N1C(CC(CC1)=O)C1=CC(=CC(=C1)Cl)Br.O1C(=CC=C1)C(=O)N1C=CC2=CC=CC=C12 furan-2-yl-(1H-indol-1-yl)methanone phenyl-2-(3-bromo-5-chloro-phenyl)-4-oxo-piperidine-1-carboxylate